2,2-Bis(4-amino-3,5-dimethylcyclohexyl)butaneN NC1C(CC(CC1C)C(C)(C=C)C1CC(C(C(C1)C)N)C)C